CN1N=CC(=C1)C1=NN=C(O1)C(=O)N1[C@H](C2=C(CC1)NC=N2)C2=NN1C(C=CC=C1C(F)(F)F)=C2 (R)-(5-(1-methyl-1H-pyrazol-4-yl)-1,3,4-oxadiazol-2-yl)(4-(7-(trifluoromethyl)pyrazolo[1,5-a]pyridin-2-yl)-6,7-dihydro-1H-imidazo[4,5-c]pyridin-5(4H)-yl)methanone